2,5-Dibromothiophene BrC=1SC(=CC1)Br